1-(4-chloro-2-cyanophenyl)-4-[6-(2-ethoxypyridin-3-yl)pyridazin-3-yl]-N-[(3S)-1-methylpyrrolidin-3-yl]piperidine-4-carboxamide ClC1=CC(=C(C=C1)N1CCC(CC1)(C(=O)N[C@@H]1CN(CC1)C)C=1N=NC(=CC1)C=1C(=NC=CC1)OCC)C#N